C(#N)C1=CC(=C(C(=O)NC2=CC(=C(C=C2)CO)OC(F)F)C=C1)C 4-cyano-N-[3-(difluoromethoxy)-4-(hydroxymethyl)phenyl]-2-methylbenzamide